BrC=1C=C(CN2CCN(CC2)C=2OC3=CC=CC=C3C(C2O)=O)C=CC1 (4-(3-bromobenzyl)-piperazine-1-yl)-3-hydroxy-4H-chromen-4-one